7-fluoro-2,3-dihydro-1H-inden-1-yl methyl carbonate C(OC1CCC2=CC=CC(=C12)F)(OC)=O